FC(C=1C=C(C=C(C1)C(F)(F)F)[C@@H]1C([C@H]1C=O)(Cl)Cl)(F)F |r| trans-rac-3-(3,5-bis(trifluoromethyl)phenyl)-2,2-dichlorocyclopropane-1-carbaldehyde